N-benzyl-N,N-dimethyl-N-(2-methacryloyloxyethyl)ammonium chloride [Cl-].C(C1=CC=CC=C1)[N+](CCOC(C(=C)C)=O)(C)C